BrC1=CC=C(C=C1)C(CN1CCC(CC1)=C1C2=C(CCC=3C1=NC=CC3)C=C(C=C2)Cl)=O 1-(4-bromophenyl)-2-(4-(8-chloro-5,6-dihydro-11H-benzo[5,6]cyclohepta[1,2-b]pyridin-11-ylidene)piperidin-1-yl)ethan-1-one